3-(1-methyl-6-((R)-pyrrolidin-3-yl)-1H-indazol-3-yl)piperidine-2,6-dione CN1N=C(C2=CC=C(C=C12)[C@@H]1CNCC1)C1C(NC(CC1)=O)=O